5-((7-chloroisoquinolin-1-yl)amino)-N-(pyridin-3-ylmethyl)pyridinecarboxamide ethyl-3-(prop-2-en-1-ylamino)propanoate C(C)OC(CCNCC=C)=O.ClC1=CC=C2C=CN=C(C2=C1)NC=1C=CC(=NC1)C(=O)NCC=1C=NC=CC1